C(#N)C(=C(OC)C1=CC=C(C=C1)CNC(OC(C)(C)C)=O)C#N tert-butyl N-[[4-(2,2-dicyano-1-methoxy-vinyl)phenyl]methyl]carbamate